1,3-Bis(3-dimethylaminopropyl-aminomethyl)-4,5-dimethoxybenzol CN(CCCC(C1=CC(=C(C(=C1)OC)OC)C(N)CCCN(C)C)N)C